isonicotinamide-d2 C(C1=CC=NC=C1)(=O)N([2H])[2H]